TMS cyanide [Si](C)(C)(C)C#N